NC1CCC(C1)C(=O)O 4-amino-cyclopentylcarboxylic acid